5-fluoro-8-(4-fluorophenyl)-9-(5,5-dimethyl-oxazolidine-2,4-dione-3-yl)-8,9-dihydro-2H-pyrido[4,3,2-de]phthalazin-3(7H)-one FC=1C=C2C=3C(=NNC(C3C1)=O)C(C(N2)C2=CC=C(C=C2)F)N2C(OC(C2=O)(C)C)=O